(R)-3-((S)-1-(tert-butoxy)-3-(3-(2-(1,3-dioxoisoindolin-2-yl)ethoxy)phenyl)-1-oxopropane-2-yl)pyrrolidine-1-carboxylic acid tert-butyl ester C(C)(C)(C)OC(=O)N1C[C@H](CC1)[C@@H](C(=O)OC(C)(C)C)CC1=CC(=CC=C1)OCCN1C(C2=CC=CC=C2C1=O)=O